3-(dibenzylamino)cyclohexane-1,2-diol C(C1=CC=CC=C1)N(C1C(C(CCC1)O)O)CC1=CC=CC=C1